CS(=O)(=O)N1C[C@H](CCC1)C(=O)N[C@H](C(=O)O)CCCCCCCC1=NC=2NCCCC2C=C1 (S)-2-((S)-1-(methylsulfonyl)piperidine-3-carboxamido)-9-(5,6,7,8-tetrahydro-1,8-naphthyridin-2-yl)nonanoic acid